O1C(COCC1)COC=1C=NC=CC1CN 1-{3-[(1,4-Dioxacyclohexan-2-yl)methoxy]pyridin-4-yl}methylamine